3,4-diazido-1-(phenylmethyl)pyrrolidine N(=[N+]=[N-])C1CN(CC1N=[N+]=[N-])CC1=CC=CC=C1